ClC1=NC(=CC(=C1)S(=O)(=O)N[C@@H]1COC2=CC(=C(C=C2[C@@H]1O)Cl)F)N1CC(C1)(C)C 2-Chloro-N-((3R,4S)-6-chloro-7-fluoro-4-hydroxychroman-3-yl)-6-(3,3-dimethylazetidin-1-yl)pyridine-4-sulfonamide